2-Bromo(trifluoromethoxy)-10-((2-(trimethylsilyl)ethoxy)methyl)-5,10-dihydro-11H-dibenzo[b,e][1,4]diazepin-11-one BrC1=C(C2=C(NC3=C(N(C2=O)COCC[Si](C)(C)C)C=CC=C3)C=C1)OC(F)(F)F